ClC=1C(=C(C(=C(C1)[C@H]1[C@@H](O[C@]([C@@H]1C)(C(F)(F)F)C)C(=O)NC1=CC(=NC=C1)C(=O)N)OC)F)F 4-[[(2R,3s,4r,5r)-3-(5-chloro-3,4-difluoro-2-methoxy-phenyl)-4,5-dimethyl-5-(trifluoromethyl)tetrahydrofuran-2-carbonyl]amino]pyridine-2-carboxamide